8-bromo-6-chloro-3-methyl-2-(1-methyl-1H-pyrazol-4-yl)quinazolin-4(3H)-one BrC=1C=C(C=C2C(N(C(=NC12)C=1C=NN(C1)C)C)=O)Cl